5-(1-Isopropyl-1H-pyrazol-4-yl)pyridin-3-amine C(C)(C)N1N=CC(=C1)C=1C=C(C=NC1)N